5-CHLORO-2-METHYLPHENYLBORONIC ACID ClC=1C=CC(=C(C1)B(O)O)C